6-chlorothiazolo[5,4-c]pyridin-2-amine ClC1=CC2=C(C=N1)SC(=N2)N